FC1=C(C=CC(=C1F)OC1=NC=CC=C1)C=1C=C2C=NC=NC2=C(C1)C1N(CCC1)C(C#CC)=O 1-(2-(6-(2,3-difluoro-4-(pyridin-2-yloxy)phenyl)quinazolin-8-yl)pyrrolidin-1-yl)but-2-yn-1-one